oxa-[4,7,12]triazacyclopentadecine-5,8,13-trione O1CC=NC(C=NC(C=CC=NC(C=C1)=O)=O)=O